bromo-1,3-dihydro-2λ6-benzo[c][1,2]thiazole-2,2-dione BrN1S(CC2=C1C=CC=C2)(=O)=O